CC1(CC(C=O)=CC(=C1)C1(C(CCC1)(C)C)C)C 3,3-dimethyl-5-(2,2,3-trimethyl-3-cyclopentyl)-benzaldehyde